2-amino-3,3-dicyclohexyl-propionic acid methyl ester hydrochloride Cl.COC(C(C(C1CCCCC1)C1CCCCC1)N)=O